tert-Butyl 2-(((2-(6-chloro-1-(tetrahydro-2H-pyran-2-yl)-4-(4,4,5,5-tetramethyl-1,3,2-dioxaborolan-2-yl)-1H-indazol-5-yl)ethoxy)carbonyl)oxy)-5-oxa-8-azaspiro[3.5]nonane-8-carboxylate ClC1=C(C(=C2C=NN(C2=C1)C1OCCCC1)B1OC(C(O1)(C)C)(C)C)CCOC(=O)OC1CC2(C1)OCCN(C2)C(=O)OC(C)(C)C